butylenebismyristic acid amide C(CCCCCCCCCCCCCCCCC(=O)N)CCCCCCCCCCCCCC(=O)N